4'-(6-Chloro-7-methoxy-2-methyl-4-oxo-1,4-dihydroquinolin-3-yl)-[1,1'-biphenyl]-4-sulfonamide ClC=1C=C2C(C(=C(NC2=CC1OC)C)C1=CC=C(C=C1)C1=CC=C(C=C1)S(=O)(=O)N)=O